ClC1=C(OC2=C3C(=NN(C3=CC=C2NC(C2=CC(=CC(=C2)C(F)(F)F)F)=O)CC(=O)NC)N2C(C3=CC=CC=C3C2=O)=O)C=C(C=C1)F N-(4-(2-Chloro-5-fluorophenoxy)-3-(1,3-dioxoisoindolin-2-yl)-1-(2-(methylamino)-2-oxoethyl)-1H-indazol-5-yl)-3-fluoro-5-(trifluoromethyl)benzamide